COC(=O)N([C@H](C(=O)N[C@@H](CC1=CC=C(C=C1)NS(O)(=O)=O)C=1N=C(SC1)C=1SC=CC1)CC1=CC=CC=C1)C (4-((S)-2-((S)-2-((methoxycarbonyl)(methyl)amino)-3-phenylpropanamido)-2-(2-(thiophen-2-yl)thiazol-4-yl)ethyl)phenyl)sulfamic acid